(E)-3-(4-isopropylphenyl)acrylic acid C(C)(C)C1=CC=C(C=C1)/C=C/C(=O)O